FC(C1=NN=C(S1)N1N=CC2=C(C=C(C=C12)S(=O)(=O)NC1(CC1)C#N)N1CCN(CC1)C(=O)C1=NC=CC=C1)F 1-[({1-[5-(difluoromethyl)(1,3,4-thiadiazol-2-yl)]-4-[4-(2-pyridylcarbonyl)piperazinyl]-1H-indazol-6-yl}sulfonyl)amino]cyclopropanecarbonitrile